ClC1=C(C=C(C=C1NC1=NC=2N(C(=N1)N(CC1=CC=C(C=C1)OC)C1CC1)N=CC2C#N)C#N)N2CC1CCC(C2)N1C(=O)OC(C)(C)C tert-butyl 3-(2-chloro-5-cyano-3-((8-cyano-4-(cyclopropyl(4-methoxybenzyl)amino)pyrazolo[1,5-a][1,3,5]triazin-2-yl)amino)phenyl)-3,8-diazabicyclo[3.2.1]octane-8-carboxylate